ClC1=C(C=C(C=C1)F)[C@@H]1NC(C2=C3C(=CC(=C12)NC(C1=CC(=CC(=C1)C(F)(F)F)F)=O)O[C@@H](C(N3)=O)C)=O |o1:32| N-((3R*,7R)-7-(2-chloro-5-fluorophenyl)-3-methyl-2,9-dioxo-1,2,3,7,8,9-hexahydro-[1,4]oxazino[3,2-e]isoindol-6-yl)-3-fluoro-5-(trifluoromethyl)benzamide